COC=1C=C2C=CC=NC2=C(C1)NC(CCCN(CC)CC)C 6-methoxy-8-(4'-diethylamino-1'-methylbutyl)aminoquinoline